C1=CC(=CC=C1N)N=NC2=CC=C(C=C2)[N+](=O)[O-] The molecule is azobenzene substituted at the phenyl 4-positions by an amino and a nitro group. It has a role as a dye and an allergen. It is a member of azobenzenes and a primary arylamine. It derives from an azobenzene.